FC(CN1N=CC=2C1=NC(=CN2)N2CCC1(CCN(C1)C1=NC(=NC=C1)C)CC2)F 8-(1-(2,2-difluoroethyl)-1H-pyrazolo[3,4-b]pyrazin-6-yl)-2-(2-methylpyrimidin-4-yl)-2,8-diazaspiro[4.5]decane